butyl hydrogen phosphate P(=O)(OCCCC)(O)[O-]